CC1=C(C(CCC1)(C)C)/C=C/C(=O)C 4-(2,6-trimethyl-1-cyclohexenyl)-3-buten-2-one